1-ethyl-1,2-dihydro-3H-indazol-3-one C(C)N1NC(C2=CC=CC=C12)=O